ClC1=C(C=CC=C1)C=1N=C(SC1)C=1C(=NC=C(C1)N1CCN(CC1)C(CCO)=O)C(=O)N (4-(2-chlorophenyl)thiazol-2-yl)-5-(4-(3-hydroxypropanoyl)piperazin-1-yl)picolinamide